FC(C=1C=C(C=NC1)COC1CN(C1)C=O)(F)F [3-[[5-(trifluoromethyl)-3-pyridinyl]methoxy]azetidin-1-yl]methanone